Cl.FC(C12CC(C1)(C2)CN)(F)F 1-[3-(trifluoromethyl)bicyclo[1.1.1]pentan-1-yl]methanamine-hydrochloride salt